BrCC1=NC(=NO1)C1=CC(=CC=C1)C 5-(bromomethyl)-3-(3-methylphenyl)-1,2,4-oxadiazole